C=1(C(C(=O)OCC=C)=CC=CC1)C=1C(C(=O)OCC=C)=CC=CC1 DIALLYL DIPHENATE